N-(2-(2-amino-4-((4-aminophenyl)amino)-7H-pyrrolo[2,3-d]pyrimidin-7-yl)ethyl)-1-ethyl-3-methyl-1H-pyrazole-5-acetamide NC=1N=C(C2=C(N1)N(C=C2)CCNC(CC2=CC(=NN2CC)C)=O)NC2=CC=C(C=C2)N